Acetic acid (2-methylbutoxy)-2-propenyl ester CC(COC=CCOC(C)=O)CC